4-Amino-1,2,3-butanetriol NCC(C(CO)O)O